C1(CC1)COC=1C(=CC(=NC1)CO)C1=C(C=C(C=C1)Cl)Cl [5-(Cyclopropylmethoxy)-4-(2,4-dichlorophenyl)-2-pyridyl]methanol